5-(1H-pyrrol-1-yl)-1H-benzo[d]imidazole N1(C=CC=C1)C1=CC2=C(NC=N2)C=C1